(R)-((4-(6-chloro-5-fluoro-2-oxo-1,2-dihydrospiro[benzo[d][1,3]oxazin-4,3'-piperidin]-1'-ylcarbonyl)-1H-pyrazol-1-yl)methyl)trifluoroboric acid potassium salt [K].ClC1=C(C2=C(NC(O[C@@]23CN(CCC3)C(=O)C=3C=NN(C3)C[B-](F)(F)F)=O)C=C1)F.[H+]